C1(CCCC1)N1N=CC=2C(=CC(=CC12)C)C(=O)NCC=1C(NC(=CC1C)C)=O 1-cyclopentyl-N-((4,6-dimethyl-2-oxo-1,2-dihydropyridin-3-yl)methyl)-6-methyl-1H-indazole-4-carboxamide